(2-amino-5-chlorophenyl)boric acid NC1=C(C=C(C=C1)Cl)OB(O)O